O1C(CCCC1)OCC1=CC=C(CNC(C(=C)C)=O)C=C1 N-(4-(((tetrahydro-2H-pyran-2-yl)oxy)methyl)benzyl)-methacrylamide